O1C(=CC=C1)CC=1N=C2N(C=C(N=C2SC2=CC=CC=C2)C2=CC=CC=C2)C1 2-(furan-2-ylmethyl)-6-phenyl-8-(phenylthio)imidazo[1,2-a]pyrazin